COC1=CC=C(CN(S(=O)(=O)C2=CC(=C(C=C2)NC2=NC=C(C=C2)C(F)(F)F)C=2N=C3O[C@H](CN3C2)C)C)C=C1 (S)-N-(4-methoxybenzyl)-N-methyl-3-(2-methyl-2,3-dihydroimidazolo[2,1-b]oxazol-6-yl)-4-((5-(Trifluoromethyl)pyridin-2-yl)amino)benzenesulfonamide